COC(C(CCNC(=O)OC(C)(C)C)O)=O 4-((tert-Butoxycarbonyl)amino)-2-hydroxybutyric acid methyl ester